N1(CCNCC1)C(C(=O)N)C (1-piperazinyl)propionamide